1-Cyclopentyl-3-(7-((pyridin-4-ylmethyl)amino)quinazolin-2-yl)urea C1(CCCC1)NC(=O)NC1=NC2=CC(=CC=C2C=N1)NCC1=CC=NC=C1